ClC=1C=C(C=NC1)NC(=O)[C@H]1CC12CCN(CC2)C(=O)[O-] (S)-1-((5-chloropyridin-3-yl)carbamoyl)-6-azaspiro[2.5]octane-6-carboxylate